O=C1NC(CCC1N1C(C2=CC=C(C=C2C1=O)N1CCC(CC1)CN1C[C@H](CC1)CCN1CCN(CC1)C1=NC=NC(=C1)C1=NNC2=CC=C(C=C12)OC(C)C)=O)=O 2-(2,6-dioxo-3-piperidyl)-5-[4-[[(3R)-3-[2-[4-[6-(5-isopropoxy-1H-indazol-3-yl)pyrimidin-4-yl]piperazin-1-yl]ethyl]pyrrolidin-1-yl]methyl]-1-piperidyl]isoindoline-1,3-dione